FC=1C=C(CC2=CC(=C(C=3CCOC32)OC)C(=O)N[C@H]3CCOC[C@@H]3O)C=CC1C(NCCF)=O 1,5-anhydro-2,3-dideoxy-3-(((7-(3-fluoro-4-((2-fluoroethyl)carbamoyl)-benzyl)-4-methoxy-2,3-dihydro-1-benzofuran-5-yl)carbonyl)amino)-L-threo-pentitol